P(=O)(OCC(Br)CCOC(C=C)=O)(O)[O-] acryloxyethyl-2-bromoethyl hydrogen phosphate